(2S)-N-{(1S)-1-cyano-2-[(3S)-2-oxopyrrolidin-3-yl]ethyl}-4,4-dimethyl-1-[3-methyl-N-(trifluoroacetyl)-L-valyl]piperidine-2-carboxamide C(#N)[C@H](C[C@H]1C(NCC1)=O)NC(=O)[C@H]1N(CCC(C1)(C)C)C([C@@H](NC(C(F)(F)F)=O)C(C)(C)C)=O